[Si](C)(C)(C(C)(C)C)OCC1=CC(=CC(=C1O)CO[Si](C)(C)C(C)(C)C)C 2,6-bis((tert-butyldimethylsilyloxy)methyl)-4-cresol